BrC1=CC(=C(CNC(=O)C2C=3C=CC=NC3C(CC2)=C)C=C1)F N-(4-bromo-2-fluoro-benzyl)-8-methylene-5,6,7,8-tetrahydroquinoline-5-carboxamide